2-phenylazo-4-methoxy-2,4-dimethylpentanenitrile C1(=CC=CC=C1)N=NC(C#N)(CC(C)(C)OC)C